tert-butyl 4-[3-[3-amino-2-[[(E)-4-(2-aminoanilino)but-2-enyl]amino]-5-carbamoyl-phenoxy]propyl]piperazine-1-carboxylate NC=1C(=C(OCCCN2CCN(CC2)C(=O)OC(C)(C)C)C=C(C1)C(N)=O)NC\C=C\CNC1=C(C=CC=C1)N